(3-(hydroxyimino)-1-phenylbutyl) phosphonate P(OC(CC(C)=NO)C1=CC=CC=C1)([O-])=O